C(C=C)[I+3] allyliodine (IV)